C(C)C1=C(C=CC(=C1)F)CN1C(CN(CC1)C(=O)OC(C)(C)C)=O Tert-Butyl 4-[(2-ethyl-4-fluorophenyl)methyl]-3-oxopiperazine-1-carboxylate